S1CC(CC1)=O dihydrothiophen-3(2H)-one